COC1=NC=CC(=C1)CN(C1CN(CCC1)C(=O)OCCCC)CC1=CN(C2=CC=CC=C2C1=O)C butyl 3-{[(2-methoxypyridin-4-yl)methyl][(1-methyl-4-oxo-1,4-dihydroquinolin-3-yl)methyl]amino}piperidine-1-carboxylate